C(C)(C)(C)OC(=O)N([C@@H](CC(=O)OC)C)C\C=C\B1OC(C(O1)(C)C)(C)C Methyl (3R)-3-[tert-butoxycarbonyl-[(E)-3-(4,4,5,5-tetramethyl-1,3,2-dioxaborolan-2-yl)allyl]amino]butanoate